(1S,4R)-4-aminocyclopent-2-ene-1-carboxylic acid methyl ester COC(=O)[C@@H]1C=C[C@@H](C1)N